COC1=CC(=CC=2N(C=NC21)C[C@H]2OCC2)C(=O)O 4-methoxy-1-(((S)-oxetan-2-yl)methyl)-1H-benzo[d]imidazole-6-carboxylic acid